(E)-2-(1-(pyridin-2-yl)ethylidene)-N-(pyridin-3-yl)hydrazine-1-carbothioamide N1=C(C=CC=C1)\C(\C)=N\NC(NC=1C=NC=CC1)=S